FC=1C2=C(OC1)C(C1=CC=CC=C1C2=O)=O 3-fluoro-naphtho[2,3-b]furan-4,9-dione